methyl N-[5-[6-(6-methyl-3,4-dihydro-2H-quinoline-1-carbonyl)imidazo[1,2-a]pyridin-3-yl]-2-pyridyl]carbamate CC=1C=C2CCCN(C2=CC1)C(=O)C=1C=CC=2N(C1)C(=CN2)C=2C=CC(=NC2)NC(OC)=O